((1R,4R,7R)-7-amino-2-azabicyclo[2.2.1]hept-2-yl)(1-ethyl-2-((S)-3-ethyl-1-(3-hydroxypropyl)-2,3-dihydro-1H-pyrrolo[1,2,3-de]quinoxalin-5-yl)-7-fluoro-1H-benzo[d]imidazol-5-yl)methanone N[C@H]1[C@@H]2N(C[C@H]1CC2)C(=O)C2=CC1=C(N(C(=N1)C1=CC=3C=4N1[C@H](CN(C4C=CC3)CCCO)CC)CC)C(=C2)F